FC1=CC(=C(C=C1)N1CN(C(C2=CC(=C(C=C12)C(F)(F)F)C#N)=O)C=1C(=NC(=CC1)OC)C)C 1-(4-fluoro-2-methylphenyl)-3-(6-methoxy-2-methylpyridin-3-yl)-4-oxo-7-(trifluoromethyl)-1,2,3,4-tetrahydroquinazoline-6-carbonitrile